[N+](=O)([O-])C1=CC=C(CN2CCC(CC2)NC(OC(C)(C)C)=O)C=C1 tert-butyl (1-(4-nitrobenzyl) piperidin-4-yl)carbamate